N1CCC(CC1)CN1CCC(CC1)CC1=CC=2N(C=C1)N=CC2N2CNCC=C2 1-(5-((1-(piperidin-4-ylmethyl)piperidin-4-yl)methyl)pyrazolo[1,5-a]pyridin-3-yl)dihydropyrimidine